FC(C1(CC1)CCCOC1=NN(C=C1)N1S(C=2C=CC=C(NCCOC3CCN(C4=NC=CC=C4C1=O)C3)N2)(=O)=O)(F)F 3-{3-[1-(trifluoromethyl)cyclopropyl]propoxyl-1H-pyrazol-1-yl}-15-oxa-2λ6-thia-3,9,11,18,23-pentaazatetracyclo[17.3.1.111,14.05,10]tetracosa-1(23),5,7,9,19,21-hexaene-2,2,4-trione